COC(CN(C(=O)OCC)[C@@H](CO)C)OC (R)-(2,2-dimethoxyethyl)(1-hydroxypropan-2-yl)urethane